ClC=1C=CC(=C(C1)C(C1=CC=CC=C1)P(OCC)(OCC)=O)O Diethyl ((5-chloro-2-hydroxyphenyl)(phenyl)methyl)phosphonate